3-fluoro-2-hydroxy-5-(1-(4-(piperidin-1-yl)phenyl)-1H-pyrazol-4-yl)benzaldehyde FC=1C(=C(C=O)C=C(C1)C=1C=NN(C1)C1=CC=C(C=C1)N1CCCCC1)O